CN1N=CC(=C1)CNC(NCCCCCCCCCCCCCC(=O)O)=O 14-(3-((1-methyl-1H-pyrazol-4-yl)methyl)ureido)tetradecanoic acid